methyl (S)-3-(N-(4-chloro-5-cyano-2-(2-(2,2-dimethyl-5,7,10-trioxa-2-silaundecan-11-yl)piperidin-1-yl)phenyl)sulfamoyl)-4-hydroxybenzoate ClC1=CC(=C(C=C1C#N)NS(=O)(=O)C=1C=C(C(=O)OC)C=CC1O)N1[C@@H](CCCC1)COCCOCOCC[Si](C)(C)C